S(=O)([O-])OS(=O)[O-].[Na+].[Na+] Natrium disulfit